4-((1-(methyl-sulfonyl)piperidin-4-yl)oxy)picolinonitrile CS(=O)(=O)N1CCC(CC1)OC1=CC(=NC=C1)C#N